NC1C[C@H](CN(C1)C(=O)OC(C)(C)C)C(=O)OC O1-tert-butyl O3-methyl (3R)-5-aminopiperidine-1,3-dicarboxylate